(S)-N-(6-bromo-2-(1-cyclopropylethyl)-3-oxoisoindolin-4-yl)methanesulfonamide BrC1=CC(=C2C(N(CC2=C1)[C@@H](C)C1CC1)=O)NS(=O)(=O)C